FC(OC1=NC=CC(=C1)C1(OCC1)CNC(=O)[C@@H]1[C@H](C1)C(F)(F)F)F (1S,2S)-N-[[2-[2-(difluoromethoxy)-4-pyridyl]oxetan-2-yl]methyl]-2-(trifluoromethyl)cyclopropanecarboxamide